CC=1C=CC(=NC1CN1[C@H](CCC1)C)NC1=CC2=C(C=N1)SC(=N2)C2=NC=CC=C2C 5-Methyl-N-[2-(3-methylpyridin-2-yl)-[1,3]thiazolo[5,4-c]pyridin-6-yl]-6-{[(2S)-2-methylpyrrolidin-1-yl]methyl}pyridin-2-amine